C(#N)C1=C(C=CC(=C1)NC=1C(=NC(=CC1)OCC1=CC=CC=C1)OCC1=CC=CC=C1)C=1CCN(CC1)C(=O)OC(C)(C)C tert-butyl 4-[2-cyano-4-[(2,6-dibenzyloxy-3-pyridyl)amino]phenyl]-3,6-dihydro-2H-pyridine-1-carboxylate